C(CC(=O)[O-])(=O)[O-].[K+].[K+] potassium malonate salt